((4-(4,4-dimethyl-1-oxo-1,2,3,4-tetrahydroisoquinolin-6-yl)pyrimidin-2-yl)amino)-N-(1-methylpiperidin-4-yl)benzamide CC1(CNC(C2=CC=C(C=C12)C1=NC(=NC=C1)NC1=C(C(=O)NC2CCN(CC2)C)C=CC=C1)=O)C